OC1CC2(CN(C2)[C@@H]2[C@H](CCCC2)OC=2C=C3CN(C(C3=CC2)=O)C2C(NC(CC2)=O)=O)C1 3-(5-(((1S,2S)-2-(6-hydroxy-2-azaspiro[3.3]heptan-2-yl)cyclohexyl)oxy)-1-oxoisoindolin-2-yl)piperidine-2,6-dione